C(C)(=O)C1=C2C=C(C(NC2=CC(=C1)C)=O)C1=CC=C(C=C1)N1CCN(CC1)C 5-acetyl-7-methyl-3-(4-(4-methylpiperazin-1-yl)phenyl)quinolin-2(1H)-one